ClC1=C(C(=CC=C1)F)CC(=O)NC1=CN=NC(=C1)Cl 2-(2-chloro-6-fluorophenyl)-N-(6-chloropyridazin-4-yl)acetamide